1-[(2S,3R,4S)-4-[tert-butyl(dimethyl)silyl]oxy-2-(hydroxymethyl)-3-methyl-pyrrolidin-1-yl]ethanone [Si](C)(C)(C(C)(C)C)O[C@H]1[C@@H]([C@H](N(C1)C(C)=O)CO)C